C(C)(C)(C)NN=C1CC(CCC1)O[Si](C)(C)C(C)(C)C tert-butyl-2-(3-((tertbutyldimethylsilyl)oxy)cyclohexylidene)hydrazine